4-[7-(4-fluoro-phenyl)-3-hydroxy-quinolin-2-yl]-4-oxo-butyric acid ethyl ester C(C)OC(CCC(=O)C1=NC2=CC(=CC=C2C=C1O)C1=CC=C(C=C1)F)=O